[Rh].[Rh].C(C)(=O)O.C(C)(=O)O.C(C)(=O)O.C(C)(=O)O Tetraacetic acid dirhodium